5-(5-((1H-pyrazol-3-yl)carbamoyl)-2-methylphenyl)-2-((1-hydroxy-2-methylpropan-2-yl)amino)-N,N-dimethylnicotinamide N1N=C(C=C1)NC(=O)C=1C=CC(=C(C1)C=1C=NC(=C(C(=O)N(C)C)C1)NC(CO)(C)C)C